4-(6,6-dimethyl-5,6,7,8-tetrahydro-3-quinolylamino)-2-{3-methoxy-4-[(1r,3r)-3-(dimethylamino)cyclobutoxy]phenylamino}pyrimidine methyl-4-chloro-1-methyl-6-oxopyridine-3-carboxylate COC(=O)C1=CN(C(C=C1Cl)=O)C.CC1(CC=2C=C(C=NC2CC1)NC1=NC(=NC=C1)NC1=CC(=C(C=C1)OC1CC(C1)N(C)C)OC)C